(1R,3R)-5-(2-((1R,3aS,7aR,E)-7a-methyl-1-((S)-1-((R)-2-methylmorpholino)propan-2-yl)Octahydro-4H-inden-4-ylidene)ethylidene)-2-methylenecyclohexane-1,3-diol C[C@@]12CCC/C(/[C@@H]2CC[C@@H]1[C@@H](CN1C[C@H](OCC1)C)C)=C\C=C1C[C@H](C([C@@H](C1)O)=C)O